NC=1C2=C(N=C(N1)Cl)N(C=C2C=2SC=CN2)C2C(C(C(C2)C=2CCN(CC2)C)O)O 3-(4-amino-2-chloro-5-(thiazol-2-yl)-7H-pyrrolo[2,3-d]pyrimidin-7-yl)-5-(1-methyl-1,2,3,6-tetrahydropyridin-4-yl)cyclopentane-1,2-diol